ClC1=CC(=CC(=N1)C(C)(C)O)N1[C@@H](CCC1)C (R)-2-(6-chloro-4-(2-methylpyrrolidin-1-yl)pyridin-2-yl)propan-2-ol